ClC1=CC=C(C=C1)[C@@H](C(=O)N[C@H](C(=O)OC(C)C)CCC(C=[N+]=[N-])=O)OC isopropyl (S)-2-((S)-2-(4-chlorophenyl)-2-methoxyacetamido)-6-diazo-5-oxohexanoate